2-(2-((3R,4R)-3-Amino-4-fluoropiperidin-1-yl)-5,6-difluoro-1H-benzo[d]imidazol-1-yl)-N-(cyanomethyl)-N-methylacetamid N[C@@H]1CN(CC[C@H]1F)C1=NC2=C(N1CC(=O)N(C)CC#N)C=C(C(=C2)F)F